(R)-4-(6-(3-methylmorpholino)-1-(1-((2-(trimethylsilyl)ethoxy)methyl)-1H-pyrazol-5-yl)-1H-pyrazolo[3,4-b]Pyridin-4-yl)cyclohexane-1-carbaldehyde C[C@@H]1COCCN1C1=CC(=C2C(=N1)N(N=C2)C2=CC=NN2COCC[Si](C)(C)C)C2CCC(CC2)C=O